C=CCCCCCCCCCCCC (Z)-1-tetradecene